(1S,5R)-3-(8-Cyanoquinolin-5-yl)-5-(trifluoromethyl)-3-azabicyclo[3.1.0]hexane-1-carboxylic acid C(#N)C=1C=CC(=C2C=CC=NC12)N1C[C@@]2(C[C@@]2(C1)C(F)(F)F)C(=O)O